4-((1-chloroisoquinolin-5-yl)amino)piperidine-1-carboxylic acid tert-butyl ester C(C)(C)(C)OC(=O)N1CCC(CC1)NC1=C2C=CN=C(C2=CC=C1)Cl